FC1=C(C=CC(=N1)C(=O)NC)N1CCN(C2(CCOC2)C1)CC=1C(=C2NC(C(=NC2=CC1)C)=O)F 6-fluoro-5-(6-((5-fluoro-2-methyl-3-oxo-3,4-dihydroquinoxalin-6-yl)methyl)-2-oxa-6,9-diazaspiro[4.5]decan-9-yl)-N-methylpicolinamide